FC(CO)(F)C=1C=C(C=CC1)[C@@H](C)NC=1C2=C(N=C(N1)C)N(C(C(=C2)C=2CCOCC2)=O)C (R)-4-((1-(3-(1,1-difluoro-2-hydroxyethyl)phenyl)ethyl)amino)-6-(3,6-dihydro-2H-pyran-4-yl)-2,8-dimethylpyrido[2,3-d]pyrimidin-7(8H)-one